tert-butyl (3R,5S)-3-[(3-Benzyloxy-6-bromo-pyrazin-2-yl)carbamothioylamino]-5-hydroxy-piperidine-1-carboxylate C(C1=CC=CC=C1)OC=1C(=NC(=CN1)Br)NC(=S)N[C@H]1CN(C[C@H](C1)O)C(=O)OC(C)(C)C